N1=CN=C2N1C=CC=N2 [1,2,4]TRIAZOLO[1,5-A]PYRIMIDIN